4-(difluoromethyl)-N-[4-fluoro-5-(1-methylbenzimidazol-5-yl)-2-[(3R,5S)-3,4,5-trimethylpiperazin-1-yl]phenyl]-1-methyl-6-oxopyridine-3-carboxamide FC(C=1C(=CN(C(C1)=O)C)C(=O)NC1=C(C=C(C(=C1)C1=CC2=C(N(C=N2)C)C=C1)F)N1C[C@H](N([C@H](C1)C)C)C)F